ClC=1C=C(C=NC1N1CCNCC1)C#CCN 3-(5-chloro-6-piperazin-1-yl-3-pyridinyl)prop-2-yn-1-amine